ClC=1C=CC(=NC1)C=1N=NNC1 4-(5-chloropyridin-2-yl)-1H-1,2,3-triazole